CC(CCC(C)(O)C)(C)O dimethyl-hexane-2,5-diol